tert-butyl (S)-3-((R)-2-(6-ethoxy-2-(naphthalen-2-ylmethyl)-1-oxoisoindoline-5-carboxamido)-1-hydroxyethyl)-3,4-dihydroisoquinoline-2(1H)-carboxylate C(C)OC1=C(C=C2CN(C(C2=C1)=O)CC1=CC2=CC=CC=C2C=C1)C(=O)NC[C@@H](O)[C@H]1N(CC2=CC=CC=C2C1)C(=O)OC(C)(C)C